B12B3[B-]14B5[B-]23B45.[Ce] Cerium hexaboride